The molecule is an extended flavonoid that is flavone substituted by hydroxy groups at positions 5, 2', 4' and 5', a 3-(hydroxymethyl)but-2-en-1-yl group at position 3 and a 6,6-dimethyl-3,6-dihydro-2H-pyran group across positions 7 and 8. It has been isolated from Artocarpus odoratissimus. It has a role as a plant metabolite. It is a tetrahydroxyflavone and an extended flavonoid. C/C(=C/CC1=C(OC2=C(C1=O)C(=CC3=C2C=CC(O3)(C)C)O)C4=CC(=C(C=C4O)O)O)/CO